C(OC1CCC(CC1)NC(C1=CC=CC=C1)(C1=CC=CC=C1)C1=CC=CC=C1)([2H])([2H])[2H] (1r,4r)-4-(methoxy-d3)-N-tritylcyclohexan-1-amine